4-(3-chlorophenyl)-2-methylpiperazine ClC=1C=C(C=CC1)N1CC(NCC1)C